((2S,6S)-6-(trifluoromethyl)morpholin-2-yl)methanol ethyl-5-[(3R,5R)-3-(tert-butoxycarbonylamino)-5-fluoro-1-piperidyl]pyrazolo[1,5-a]pyrimidine-3-carboxylate C(C)C1=NN2C(N=C(C=C2)N2C[C@@H](C[C@H](C2)F)NC(=O)OC(C)(C)C)=C1C(=O)OC[C@@H]1CNC[C@H](O1)C(F)(F)F